Methyl O-acetyl-N-(O-(tert-butyldimethylsilyl)-N-(2-(4-((tetrahydro-2H-pyran-4-carboxamido)methyl)phenyl) thiazole-4-carbonyl)-L-seryl)-L-serinate C(C)(=O)OC[C@H](NC([C@@H](NC(=O)C=1N=C(SC1)C1=CC=C(C=C1)CNC(=O)C1CCOCC1)CO[Si](C)(C)C(C)(C)C)=O)C(=O)OC